N-(2-Dimethylaminoethyl)-1-[4-[4-[[5-[(2S,3R,4S,5S,6R)-6-propyl-3,4,5-trihydroxy-tetrahydropyran-2-yl]-2-methyl-phenyl]methyl]phenyl]butyramido]cyclohexyl-formamide CN(CCN(C=O)C1(CCCCC1)NC(CCCC1=CC=C(C=C1)CC1=C(C=CC(=C1)[C@@H]1O[C@@H]([C@H]([C@@H]([C@H]1O)O)O)CCC)C)=O)C